ClC1=C(C=CC=C1)C=1N(C2=CC=CC=C2C1)S(=O)(=O)C1=CC=C(C=C1)C 2-(2-chlorophenyl)-1-[(4-methylphenyl)sulfonyl]-1H-indole